6-Chloro-N-(3-chloro-2-fluoro-4-((tetrahydrofuran-3-yl)methoxy)phenyl)pyrido[3,2-d]pyrimidin-4-amine ClC=1C=CC=2N=CN=C(C2N1)NC1=C(C(=C(C=C1)OCC1COCC1)Cl)F